1-(4-fluoro-2-methylphenyl)-3-(3-methyl-5-oxo-4,5-dihydropyrazin-2-yl)-7-(trifluoromethyl)-2,3-dihydroquinazolin-4(1H)-one FC1=CC(=C(C=C1)N1CN(C(C2=CC=C(C=C12)C(F)(F)F)=O)C=1N=CC(NC1C)=O)C